N-(2-bromo-4-(perfluoropropane-2-yl)-6-(trifluoromethyl)phenyl)-2-fluoro-3-(hydroxyamino)thiobenzamide BrC1=C(C(=CC(=C1)C(C(F)(F)F)(C(F)(F)F)F)C(F)(F)F)NC(C1=C(C(=CC=C1)NO)F)=S